methyl 5-fluoro-6-((methyl(1-phenylcyclopropyl)amino)methyl)nicotinate FC=1C(=NC=C(C(=O)OC)C1)CN(C1(CC1)C1=CC=CC=C1)C